F[C@@]1(CCC=2N(C1)N=C(C2C2=C1C(=NC=C2)NN=C1)C1=NC=C(C=C1)F)COC (R)-4-[6-Fluoro-2-(5-fluoro-2-pyridyl)-6-(methoxymethyl)-5,7-dihydro-4H-pyrazolo[1,5-a]pyridin-3-yl]-1H-pyrazolo[3,4-b]pyridine